4-methylcholest-5(6)-en-3β,4,25-triol CC1(C2=CC[C@H]3[C@@H]4CC[C@H]([C@@H](CCCC(C)(C)O)C)[C@]4(CC[C@@H]3[C@]2(CC[C@@H]1O)C)C)O